FC=1C=C(C=C(C1)F)NC(NC1=C(C(=O)NC)C=CC(=C1)F)=O 2-[3-(3,5-difluorophenyl)ureido]-4-fluoro-N-methylbenzamide